1-(3-hydroxypropyl)-3-(4-methanesulfonylphenyl)-6-{4-[1-(propan-2-yl)piperidin-4-yl]phenyl}-1,2-dihydro-quinolin-2-one OCCCN1C(C(=CC2=CC(=CC=C12)C1=CC=C(C=C1)C1CCN(CC1)C(C)C)C1=CC=C(C=C1)S(=O)(=O)C)=O